C(C)(C)(C)OC(NCCC(=O)NC=1C=C(C=C2C=NN(C12)CC1=CC=C(C=C1)OC)N1C=NN=C1)=O tert-butyl(3-((1-(4-methoxybenzyl)-5-(4H-1,2,4-triazol-4-yl)-1H-indazol-7-yl)amino)-3-oxopropyl)carbamate